N-(4-Chloro-3-cyano-1H-indol-7-yl)-1-(3-methyloxetan-3-yl)pyrazol-4-sulfonamid ClC1=C2C(=CNC2=C(C=C1)NS(=O)(=O)C=1C=NN(C1)C1(COC1)C)C#N